7-(1-cyclobutyl-1,2,3,6-tetrahydropyridin-4-yl)-2-(4,6-dimethylpyrazolo[1,5-a]pyrazin-2-yl)-4H-pyrido[1,2-a]pyrimidin-4-one C1(CCC1)N1CCC(=CC1)C=1C=CC=2N(C(C=C(N2)C2=NN3C(C(=NC(=C3)C)C)=C2)=O)C1